FC1=CC=C(C=C1)NC([C@@H](C)C=1C=C2CCCN(C2=CC1)C(C(C)C)=O)=O (2S)-N-(4-Fluorophenyl)-2-[1-(2-methylpropanoyl)-1,2,3,4-tetrahydrochinolin-6-yl]propanamid